C1(=CC=CC2=CC=CC=C12)CC(CC(C(=O)OCC)=O)=O ethyl 5-(naphthalen-1-yl)-2,4-dioxopentanoate